(3-methoxy-4-((3-(3-(2,2,2-trifluoroethyl)-7-((1,3,5-trimethylpiperidin-4-yl)amino)benzo[b]thiophen-2-yl)prop-2-yn-1-yl)amino)phenyl)dimethylphosphine oxide COC=1C=C(C=CC1NCC#CC1=C(C2=C(S1)C(=CC=C2)NC2C(CN(CC2C)C)C)CC(F)(F)F)P(C)(C)=O